rac-(1S,3R)-1-amino-3-(2-boronoethyl)-cyclohexane-1-carboxylic acid hydrochloride Cl.N[C@@]1(C[C@@H](CCC1)CCB(O)O)C(=O)O |r|